BrCC(C1=CC=C(C=C1)C)C(=O)C(CBr)C1=CC=C(C=C1)C 2-bromo-1-(4-methylphenyl)ethyl ketone